COC1=NC(=CC=C1CO)C(F)(F)F (2-methoxy-6-(trifluoromethyl)pyridin-3-yl)methanol